BrC\C=C(\C(=O)O)/F (Z)-4-bromo-2-fluorobut-2-enoic acid